2-(1H-Imidazol-1-yl)-N-(1,2,3,4-tetrahydronaphthalen-1-yl)pyrido[3,2-d]pyrimidin-4-amine N1(C=NC=C1)C=1N=C(C2=C(N1)C=CC=N2)NC2CCCC1=CC=CC=C21